FC1=C(CC(C(=O)N(C)OC)CC)C=CC(=C1)F 2-(2,4-difluorobenzyl)-N-methoxy-N-methylbutanamide